NC1=C(C=NN1C1=C(C=CC=C1)OC1=CC=CC=C1)C(=O)N1C[C@@]2(CCC1)C1=C(NC(O2)=O)C=CC(=C1F)Cl (R)-1'-(5-Amino-1-(2-phenoxyphenyl)-1H-pyrazole-4-carbonyl)-6-chloro-5-fluorospiro[benzo[d][1,3]oxazine-4,3'-piperidin]-2(1H)-one